4-fluoro-N-{[3-fluoro-4-(propan-2-yl)phenyl](phenyl)methyl}-1-{2-[5-(trifluoromethyl)-1H-1,2,3,4-tetrazol-1-yl]acetyl}pyrrolidine-2-carboxamide FC1CC(N(C1)C(CN1N=NN=C1C(F)(F)F)=O)C(=O)NC(C1=CC=CC=C1)C1=CC(=C(C=C1)C(C)C)F